(S)-7-methoxy-2-((S)-tetrahydrofuran-2-yl)chromen-4-one COC1=CC=C2C(C=C(OC2=C1)[C@H]1OCCC1)=O